((3-Cyclohexylpropoxy)carbonyl)-L-leucine methyl ester COC([C@@H](NC(=O)OCCCC1CCCCC1)CC(C)C)=O